2-ethylbutyl (2S)-2-[[[(2R,3S,4R,5R)-5-(4-aminopyrrolo[2,1-f][1,2,4]triazin-7-yl)-5-cyano-3,4-dihydroxyoxolan-2-yl]methoxy-phenoxyphosphoryl]amino]propanoate NC1=NC=NN2C1=CC=C2[C@]2([C@@H]([C@@H]([C@H](O2)COP(=O)(OC2=CC=CC=C2)N[C@H](C(=O)OCC(CC)CC)C)O)O)C#N